4-bromo-1-(4-((((3S,4S)-4-fluoropyrrolidin-3-yl)oxy)methyl)phenyl)-1H-imidazole BrC=1N=CN(C1)C1=CC=C(C=C1)CO[C@H]1CNC[C@@H]1F